5-methoxy-2-(1H-pyrazol-3-yl)pyridine COC=1C=CC(=NC1)C1=NNC=C1